N,N'-DIMESITYLETHANEDIIMINE C1(=C(C(=CC(=C1)C)C)N=CC=NC1=C(C=C(C=C1C)C)C)C